1,2-Di-oleoyloxy-3-(dimethylamino)acetoxypropane C(CCCCCCC\C=C/CCCCCCCC)(=O)OCC(COC(CN(C)C)=O)OC(CCCCCCC\C=C/CCCCCCCC)=O